ethylmethylgallium C(C)[Ga]C